CS(=O)(=O)C1=CC(=C(C=C1)C(=O)C2=C([C@@H]3CC[C@@H](C3)C2=O)SC4=CC=CC=C4)Cl The molecule is a 3-[2-chloro-4-(methylsulfonyl)benzoyl]-4-(phenylthio)bicyclo[3.2.1]oct-3-en-2-one that has (1S,5R) configuration. The proherbicide benzobicyclon is a racemate consisting of equimolar amounts of this compound and its enantiomer. It is an enantiomer of a (1R,5S)-benzobicyclon.